2-(naphtho[2,1-b]benzofuran-8-yl)pyridine C1=CC=CC=2C=CC=3OC4=C(C3C12)C=CC=C4C4=NC=CC=C4